tert-Butyl 4-(1-hydroxy-2-(isopropylamino)ethyl)piperidine-1-carboxylate OC(CNC(C)C)C1CCN(CC1)C(=O)OC(C)(C)C